3-((1-(2-(4-Benzoylpiperazin-1-yl)-3,6-dimethyl-4-oxo-3,4-dihydroquinazolin-8-yl)ethyl)amino)-6-chloropicolinic acid C(C1=CC=CC=C1)(=O)N1CCN(CC1)C1=NC2=C(C=C(C=C2C(N1C)=O)C)C(C)NC=1C(=NC(=CC1)Cl)C(=O)O